1-Octyl-4-Methylpiperidinium fluorid [F-].C(CCCCCCC)[NH+]1CCC(CC1)C